N[C@H]1CN(C[C@H]1F)C1=CC(=CC(=N1)N1CC=2C(=NC=CC2C1=O)C1=C(C=CC=C1OC)F)C1CC1 2-(6-((3s,4r)-3-amino-4-fluoropyrrolidin-1-yl)-4-cyclopropylpyridin-2-yl)-4-(2-fluoro-6-methoxyphenyl)-2,3-dihydro-1H-pyrrolo[3,4-c]pyridin-1-one